C(C)(=O)OC1=C(C=C(C=C1)CCNC(=O)C12CC3(CC(CC(C1)C3)C2)C2=CC=C(C=C2)Cl)OC(C)=O acetic acid 2-acetoxy-5-(2-{[3-(4-chlorophenyl)-adamantane-1-carbonyl]-amino}ethyl)phenyl ester